2-fluoro-3-(6-(4-(4-methylpiperazin-1-yl)phenyl)furo[3,2-b]pyridin-3-yl)benzamide FC1=C(C(=O)N)C=CC=C1C1=COC=2C1=NC=C(C2)C2=CC=C(C=C2)N2CCN(CC2)C